FC(O[C@@H]1CC[C@H](CC1)N)(F)F trans-4-(Trifluoromethoxy)cyclohexaneamine